methyl 3-(((2R,7aR)-7a-(((tert-butyldiphenylsilyl)oxy)methyl)hexahydro-1H-pyrrolizin-2-yl)oxy)propanoate [Si](C1=CC=CC=C1)(C1=CC=CC=C1)(C(C)(C)C)OC[C@@]12CCCN2C[C@@H](C1)OCCC(=O)OC